OCC(=O)[C@H](O)[C@@H](O)[C@@H](O)CO L(-)-fructose